7-amino-5-(5-methylfuran-2-yl)-2-(trifluoromethyl)-[1,2,4]triazolo[1,5-c]pyrimidine-8-carbonitrile NC1=C(C=2N(C(=N1)C=1OC(=CC1)C)N=C(N2)C(F)(F)F)C#N